N-[4-[(7-Ethyl-6-methoxy-1,5-naphthyridin-4-yl)oxy]-3-fluorophenyl]-5-(4-fluoro-2-methylphenyl)-4-hydroxy-6-methylpyridine-3-carboxamide C(C)C1=C(N=C2C(=CC=NC2=C1)OC1=C(C=C(C=C1)NC(=O)C=1C=NC(=C(C1O)C1=C(C=C(C=C1)F)C)C)F)OC